C1(CC=2C(C(N1)=O)=CC=CC2)=O homophthalimide